COC(CC1=CC=C(C=C1)C(C)C1=NC2=C(N1CC1=C(C=CC=C1)Cl)C=CC(=C2)OC)=O methyl-2-(4-(1-(1-(2-chlorobenzyl)-5-methoxy-1H-benzo[d]imidazol-2-yl)ethyl)phenyl)acetate